(S)-2-((t-butoxycarbonyl)amino)-2-phenylacetic acid C(C)(C)(C)OC(=O)N[C@H](C(=O)O)C1=CC=CC=C1